2-methyl-5-(4-methylpiperazin-1-yl)-N-[(1R)-1-(3-methylsulfonylphenyl)ethyl]benzamide CC1=C(C(=O)N[C@H](C)C2=CC(=CC=C2)S(=O)(=O)C)C=C(C=C1)N1CCN(CC1)C